FC1=C(CO)C(=CC(=C1)O)F 2,6-difluoro-4-hydroxy-benzyl alcohol